FC(CN1C(=NC=2C1=NC(=CC2)C=2C=CN1N=C(N=C(C12)NC)N[C@H]1[C@H](CNCC1)F)C)F 5-(3-(2,2-difluoroethyl)-2-methyl-3H-imidazo[4,5-b]pyridin-5-yl)-N2-((3S,4R)-3-fluoropiperidin-4-yl)-N4-methylpyrrolo[2,1-f][1,2,4]triazine-2,4-diamine